COCCN1CC2=CC(=CC(=C2CC1)[C@H]1NCCC1)C=1C=C2C(=NC1)NC=C2C (S)-2-methoxy-1-(7-(3-methyl-1H-pyrrolo[2,3-b]pyridin-5-yl)-5-(pyrrolidin-2-yl)-3,4-dihydroisoquinolin-2(1H)-yl)ethane